O1-tert-butyl O2-[8-(1-octylnonoxy)-8-oxo-octyl] (2S)-4-[3-(dimethylamino)propoxy]pyrrolidine-1,2-dicarboxylate CN(CCCOC1C[C@H](N(C1)C(=O)OC(C)(C)C)C(=O)OCCCCCCCC(=O)OC(CCCCCCCC)CCCCCCCC)C